ClC=1C=C(C=2CC[C@H](C2C1)O)S(=O)(=O)NC1=C(C(=C(C=C1)F)C=1C=C2C=NC(=NC2=CC1)F)F (1R)-6-chloro-N-[2,4-difluoro-3-(2-fluoroquinazolin-6-yl)phenyl]-1-hydroxy-2,3-dihydro-1H-indene-4-sulfonamide